(R)-N-((S)-1-(3-bromo-1-((2-(trimethylsilyl)ethoxy)methyl)-1H-1,2,4-triazol-5-yl)-6-(2-ethyl-1,3-dioxolan-2-yl)hexyl)-2-methylpropane-2-sulfinamide BrC1=NN(C(=N1)[C@H](CCCCCC1(OCCO1)CC)N[S@](=O)C(C)(C)C)COCC[Si](C)(C)C